methyl 3-(2-aminopropyl)-1H-indole-5-carboxylate NC(CC1=CNC2=CC=C(C=C12)C(=O)OC)C